C(C)OC(\C(=C(\C)/NC1=CC(=CC=C1)OC)\C1=CC=C(C=C1)Br)=O (Z)-2-(4-bromophenyl)-3-((3-methoxyphenyl)amino)but-2-enoic acid ethyl ester